CN1C=NC=C1CNC=1C=NC=2CCN=CC2C1 3-(((1-methyl-1H-imidazol-5-yl)methyl)amino)-7,8-dihydro-1,6-naphthyridin